NC1=C2N=CN(C2=NC(=N1)Cl)[C@H]1[C@H]([C@@H]([C@](O1)(CO)CC)O)F (2R,3R,4S,5R)-5-(6-amino-2-chloro-9H-purin-9-yl)-2-ethyl-4-fluoro-2-(hydroxymethyl)tetrahydrofuran-3-ol